O=C1NC(CCC1N1C(C2=CC=C(C=C2C1)OC1C(CCC1)N1CCC(CC1)(C#N)C)=O)=O 1-(2-((2-(2,6-dioxopiperidin-3-yl)-1-oxoisoindolin-5-yl)oxy)cyclopentyl)-4-methylpiperidine-4-carbonitrile